1-octyl-galactose C(CCCCCCC)C(=O)[C@H](O)[C@@H](O)[C@@H](O)[C@H](O)CO